BrC1=C(C(=CC(=C1)C)I)Br 1,2-dibromo-3-iodo-5-methylbenzene